N-(2-chloro-6-methylphenyl)-2-((6-(4-(2-chloroethyl)piperazin-1-yl)-2-methylpyrimidin-4-yl)amino)thiazole-5-carboxamide ClC1=C(C(=CC=C1)C)NC(=O)C1=CN=C(S1)NC1=NC(=NC(=C1)N1CCN(CC1)CCCl)C